(2S)-2-amino-4-(3-butoxy-4,5-dichloro-phenyl)butanoic acid N[C@H](C(=O)O)CCC1=CC(=C(C(=C1)Cl)Cl)OCCCC